methyl ((R)-2-((4-chloro-2',3',4',5',6,6'-hexafluoro-[1,1'-biphenyl]-3-yl) oxy) propanoyl)-L-prolinate ClC1=C(C=C(C(=C1)F)C1=C(C(=C(C(=C1F)F)F)F)F)O[C@@H](C(=O)N1[C@@H](CCC1)C(=O)OC)C